5-benzyl 1-methyl (2S)-2-{[4-amino-1-(tert-butoxycarbonyl)piperidin-4-yl]formamido}pentanedioate NC1(CCN(CC1)C(=O)OC(C)(C)C)C(=O)N[C@H](C(=O)OC)CCC(=O)OCC1=CC=CC=C1